4-[1-hydroxy-2-[4-[[(2'S,7R)-3-(hydroxymethyl)-2'-methyl-2-(trifluoromethyl)spiro[4,5-dihydro-thieno[2,3-c]pyran-7,4'-piperidine]-1'-yl]methyl]pyrazol-1-yl]ethyl]tetrahydropyran-4-ol OC(CN1N=CC(=C1)CN1[C@H](C[C@@]2(CC1)OCCC1=C2SC(=C1CO)C(F)(F)F)C)C1(CCOCC1)O